fluoro-4-(((trans-2-(1H-indol-5-yl)cyclopropyl)amino)methyl)piperidine-1-carboxylic acid benzyl ester C(C1=CC=CC=C1)OC(=O)N1C(CC(CC1)CN[C@H]1[C@@H](C1)C=1C=C2C=CNC2=CC1)F